N[C@H](C(=O)NC1=CC=C(C=C1)C1=C(C=NC=C1)Cl)C(C1=CC=CC=C1)C1=CC=CC=C1 (S)-2-amino-N-(4-(3-chloropyridin-4-yl)phenyl)-3,3-diphenylpropanamide